C(C)(=O)N[C@H]1[C@H](OC2=CC=C(C=C2)C#N)O[C@@H]([C@H]([C@@H]1O)O)CO p-Cyanophenyl 2-acetamido-2-deoxy-β-D-glucopyranoside